C(C)(C)(C)OC(=O)N[C@@H]1CN(CC1)C=1C=C(C(=O)O)C=CC1[N+](=O)[O-] (S)-3-(3-((tert-butoxycarbonyl)amino)pyrrolidin-1-yl)-4-nitrobenzoic acid